t-butyl-(t-butoxy)silanediol C(C)(C)(C)[Si](O)(O)OC(C)(C)C